[Cl-].C(CCCCCCCCCCCCCCCCC)C(C(O)(CC([O-])=O)C(CCCCCCCCCCCCCCCCC)=O)[N+](C)(C)C stearyl-stearoyl-carnitine chloride salt